OC1(CCN(CC1)C(C[C@@H](C)C1=CC=CC=C1)=O)CN1C=C(C(=CC1=O)C1=CC=CC=C1)C(=O)N1CCN(CC1)C(=O)OC(C)(C)C (R)-tert-Butyl 4-(1-((4-Hydroxy-1-(3-phenylbutanoyl)piperidin-4-yl)methyl)-6-oxo-4-phenyl-1,6-dihydropyridin-3-carbonyl)piperazin-1-carboxylat